2-ISOCYANO-3,3-DIMETHYLBUTYRIC ACID METHYL ESTER COC(C(C(C)(C)C)[N+]#[C-])=O